OP(O)(=O)OP(=O)(O)O.NCCCCCCCCN 1,8-diaminooctane diphosphate